C1(=CC=CC=C1)C1=NC=2C(=NC=CC2C2CCN(CC2)C(=O)C2=CC=C(C=C2)OC(F)(F)F)N1 [4-(2-phenyl-3H-imidazo[4,5-b]pyridin-7-yl)-1-piperidyl]-[4-(trifluoromethoxy)phenyl]methanone